methyl oxamate C(C(=O)N)(=O)OC